ClC1=CC=C(C=C2OC3=C(C2=O)C=CC(=C3)O)C=C1 2-(4-chlorobenzylidene)-6-hydroxybenzofuran-3(2H)-one